OC1=CC=C(C=C1)/C(=C(\CC)/C1=CC=CC=C1)/C1=CC=C(OCCN2CCN(CC2)C(=O)N2CCC(CC2)N2CCN(CC2)C=2C=C3CN(C(C3=CC2)=O)C2C(NC(CC2)=O)=O)C=C1 (Z)-3-(5-(4-(1-(4-(2-(4-(1-(4-hydroxyphenyl)-2-phenylbut-1-en-1-yl)phenoxy)ethyl)piperazine-1-carbonyl)piperidin-4-yl)piperazin-1-yl)-1-oxoisoindolin-2-yl)piperidine-2,6-dione